(2-((1R,4R)-2,5-diazabicyclo[2.2.1]hept-2-yl)-3-bromo-5-fluorophenyl)-2-(2-fluoro-6-methoxyphenyl)pyrimidine-4-carboxamide [C@H]12N(C[C@H](NC1)C2)C2=C(C=C(C=C2Br)F)C=2C(=NC(=NC2)C2=C(C=CC=C2OC)F)C(=O)N